N1C=NC=C1 Z-imidazol